COC=1C=C(C=C(C1)OC)C=1C=C2CC(C(C2=CC1OC)NC(O[C@@H]1CN2CCC1CC2)=O)(C)C (S)-quinuclidin-3-yl (5-(3,5-dimethoxyphenyl)-6-methoxy-2,2-dimethyl-2,3-dihydro-1H-inden-1-yl)carbamate